1-methyl-N-[(2-methylpropan-2-yl)oxy]-6-oxopyridine-3-carboxamide tert-Butyl-(S)-(5,6-diaminohexyl)carbamate C(C)(C)(C)N(C(O)=O)CCCC[C@@H](CN)N.CN1C=C(C=CC1=O)C(=O)NOC(C)(C)C